N1=C(C=CC2=CC=CC=C12)C1=CC=CC=C1C(=O)N 2-quinolinebenzamide